(3S)-7-((2S,5R)-4-acryloyl-2,5-dimethylpiperazin-1-yl)-9-chloro-10-(2,4-difluorophenyl)-3-(3-(4-methylpiperazin-1-yl)propyl)-2,3-dihydro-5H-[1,4]oxazino[2,3,4-ij]quinazolin-5-one C(C=C)(=O)N1C[C@@H](N(C[C@H]1C)C1=NC(N2C3=C(C(=C(C=C13)Cl)C1=C(C=C(C=C1)F)F)OC[C@@H]2CCCN2CCN(CC2)C)=O)C